NC1=CC=C(C(=C1C(=O)N(C)C)F)C=1C(=C2C(=NC1)NCC21CC(CC1)N1N=CC(=C1N)C)Cl 6-Amino-3-(3-(5-amino-4-methyl-1H-pyrazol-1-yl)-4'-chloro-1',2'-dihydrospiro[cyclopentane-1,3'-pyrrolo[2,3-b]pyridin]-5'-yl)-2-fluoro-N,N-dimethylbenzamide